tert-butyl (3-((3-amino-6-chloropyridazin-4-yl)oxy)-2-phenylpropyl)(methyl)carbamate NC=1N=NC(=CC1OCC(CN(C(OC(C)(C)C)=O)C)C1=CC=CC=C1)Cl